(2R,5S,12R)-12-cyclohexyl-2-[2-(3,4-dimethoxyphenyl)ethyl]-3,19-dioxa-10,13,16-triazatricyclo[18.3.1.05,10]tetracosa-1(24),20,22-triene-4,11,14,17-tetrone C1(CCCCC1)[C@@H]1C(N2CCCC[C@H]2C(O[C@@H](C=2C=CC=C(OCC(NCC(N1)=O)=O)C2)CCC2=CC(=C(C=C2)OC)OC)=O)=O